tert-Butyl 4-[N'-[3-(4-fluoro-1-piperidyl)-2-hydroxy-propoxy]carbamimidoyl]-4-methyl-piperidine-1-carboxylate FC1CCN(CC1)CC(CON=C(N)C1(CCN(CC1)C(=O)OC(C)(C)C)C)O